C(C)OCOC1=C(C2=CC=CC=C2C=C1)CC1=C(C=CC2=CC=CC=C12)OCC1CN(CC1)C 3-{[(1-{[2-(ethoxymethoxy)naphthalen-1-yl]methyl}naphthalen-2-yl)oxy]methyl}-1-methylpyrrolidine